amino-4-bromo-3-fluoro-5-vinylbenzoic acid methyl ester COC(C1=C(C(=C(C(=C1)C=C)Br)F)N)=O